BrC1=C(N=C2C=C(C=NC2=C1)C(=O)OCC)OC ethyl 7-bromo-6-methoxy-1,5-naphthyridine-3-carboxylate